ethyl 2-(4-ethoxybenzamido)-3-oxopentanoate C(C)OC1=CC=C(C(=O)NC(C(=O)OCC)C(CC)=O)C=C1